[4-(tert-butyl-dimethyl-silanyloxy)-phenyl]-(1-methyl-hexyl)-phenyl-amine C(C)(C)(C)[Si](OC1=CC=C(C=C1)N(C1=CC=CC=C1)C(CCCCC)C)(C)C